triethyl trithiopropionate C(CC)(=S)OCC.C(CC)(=S)OCC.C(CC)(=S)OCC